bis(1-naphthyl)-N,N'-diphenyl-benzidine C1(=CC=CC2=CC=CC=C12)N(C1=CC=C(C2=CC=C(N(C3=CC=CC=C3)C3=CC=CC4=CC=CC=C34)C=C2)C=C1)C1=CC=CC=C1